(4-(2-chloro-3-fluorophenyl)piperidin-1-yl)(4,5,6,7-tetrahydro-1H-pyrazolo[3,4-c]pyridin-3-yl)methanone ClC1=C(C=CC=C1F)C1CCN(CC1)C(=O)C1=NNC=2CNCCC21